[W](Br)(Br)(Br)(Br)(Br)Br tungsten(VI) bromide